FC1=C(C2=C(C(=C(C(=C2C(=C1F)F)F)F)F)F)[B-](C1=C(C(=C(C2=C(C(=C(C(=C12)F)F)F)F)F)F)F)(C1=C(C(=C(C2=C(C(=C(C(=C12)F)F)F)F)F)F)F)C1=C(C(=C(C2=C(C(=C(C(=C12)F)F)F)F)F)F)F.C[NH3+] methylammonium tetrakis(perfluoronaphthyl)borate